C(C)OC(CC1=CC=C(C=C1)OC)(F)F 1-(2-ethoxy-2,2-difluoroethyl)-4-methoxybenzene